C1(=CC=CC=C1)P(C=1[CH-]C=CC1)C1=CC=CC=C1.[CH-]1C=CC=C1.[Fe+2] 2-diphenylphosphinoferrocene